3-[[2-fluoro-3-(oxetan-3-yl-sulfamoylamino)phenyl]methyl]-7-[(3-fluoro-2-pyridyl)oxy]-4-methyl-chromen-2-one FC1=C(C=CC=C1N(S(N)(=O)=O)C1COC1)CC=1C(OC2=CC(=CC=C2C1C)OC1=NC=CC=C1F)=O